C(C)[C@H]1[C@H](NC([C@H]1F)=O)COC1=NC=CC2=CC(=C(C=C12)OC)C(=O)N 1-(((2S,3S,4S)-3-ETHYL-4-FLUORo-5-OXOPYRROLIDIN-2-YL)METHOXY)-7-METHOXYISOCHINOLIN-6-CARBOXAMID